N-(3-fluoro-4-(1-ethyl-6-(1H-pyrazol-4-yl)-1H-indazol-5-yloxy)phenyl)-1-(4-fluorophenyl)-6-methylsulfanyl-2-oxo-1,2-dihydropyridine-3-carboxamide FC=1C=C(C=CC1OC=1C=C2C=NN(C2=CC1C=1C=NNC1)CC)NC(=O)C=1C(N(C(=CC1)SC)C1=CC=C(C=C1)F)=O